C1(=C(C=CC=C1)N1C(C=CC1=O)=O)N1C(C=CC1=O)=O N,N'-(o-Phenylene)dimaleimide